C(CCCCCCCCCCCCCCC)OC(CCCCCCCCCCCCCCCCCCCCCCCCCCCCC)=O.C(CCCCCCCCCCCCCCCCCCCCCC)(=O)OCCCCCCCCCCCCCCC pentadecyl tricosanate hexadecan-1-yl-triacontanoate